(R)-ethyl 4-cyano-3-methoxybutanoate C(#N)C[C@H](CC(=O)OCC)OC